NC1=C(C2=C(N=C(N=C2)C)N1C1=C(C(=CC=C1C)Cl)C)C(=O)N 6-amino-7-(3-chloro-2,6-dimethylphenyl)-2-methyl-7H-pyrrolo[2,3-d]pyrimidine-5-carboxamide